O1C(=CC=C1)CN(C(C(=O)NC=1C(NC=C(C1)C(F)(F)F)=O)=O)C N1-(furan-2-ylmethyl)-N1-methyl-N2-(2-oxo-5-(trifluoromethyl)-1,2-dihydropyridin-3-yl)oxalamide